(Z)-6-(5-fluoro-2-oxoindolin-3-ylidene)-2-methyl-N-(3-(4-methylpiperazin-1-yl)propyl)-1,4,5,6-tetrahydrocyclopenta[b]pyrrole-3-carboxamide FC=1C=C2/C(/C(NC2=CC1)=O)=C/1\CCC2=C1NC(=C2C(=O)NCCCN2CCN(CC2)C)C